3-cyclopropyl-bicyclo[1.1.1]pentan-1-amine C1(CC1)C12CC(C1)(C2)N